CN1N=CC(=C1)C1=NN2C(=NC=3C(=CC=CC3C2=N1)S(=O)(=O)C(C)C)N[C@H]1C(NCCN(C1)C(=O)OCC1=CC=CC=C1)=O benzyl (6R)-6-{[2-(1-methyl-1H-pyrazol-4-yl)-7-(propane-2-sulfonyl)[1,2,4]triazolo[1,5-c]quinazolin-5-yl]amino}-5-oxo-1,4-diazepane-1-carboxylate